C(C1=CC=C(C=C1)OC)(=O)OC1=CC=C(C=C1)OC(C1=CC=C(C=C1)OC)=O p-phenylene di-p-anisate